BrC=1CCCC2=C(C1C1=CC(=CC=C1)OC1CN(C1)CCCF)C=CC(=C2)C(=O)OC Methyl 8-bromo-9-(3-((1-(3-fluoropropyl)azetidin-3-yl)oxy)phenyl)-6,7-dihydro-5H-benzo[7]annulene-3-carboxylate